CCCCCCCCCCCCCCCCCCCCCCCCCCCC(=O)N[C@@H](CO)[C@@H](CCCCCCCCCCCCCCCCC)O The molecule is a C20 dihydroceramide in which the ceramide N-acyl group is specified as octacosanoyl. It is a C20 dihydroceramide and a N-(ultra-long-chain-acyl)-sphingoid base.